CC=1C=C(C=CC1C)/C=C/C(=O)C1=CC=C(C=C1)O (E)-3-(3,4-Dimethylphenyl)-1-(4-hydroxyphenyl)prop-2-en-1-one